6-(3-(adamantan-1-yl)-4-methoxyphenyl)quinoline-2-carboxylic acid C12(CC3CC(CC(C1)C3)C2)C=2C=C(C=CC2OC)C=2C=C3C=CC(=NC3=CC2)C(=O)O